ClC1=CC=C(C=C1)C(C(=O)O)N1C(C2=CC=CC=C2C(C1C1=CC=C(C=C1)Cl)C(NCOC)=O)=O (4-chloro-phenyl)-[3-(4-chloro-phenyl)-4-(methoxymethyl-carbamoyl)-1-oxo-3,4-dihydro-1H-isoquinolin-2-yl]-acetic acid